2-(2,3-dihydro-1H-inden-2-yl)-N-((1R,2S)-1-hydroxy-1-(5-methoxypyridin-2-yl)-3-(pyrrolidin-1-yl)propan-2-yl)acetamide C1C(CC2=CC=CC=C12)CC(=O)N[C@H]([C@H](C1=NC=C(C=C1)OC)O)CN1CCCC1